CC(C)(CCCC(CC)C)OCC=CC1=CC=C(C=C1)OC 1-(3-(2,6-dimethyloctan-2-yloxy)prop-1-enyl)-4-methoxybenzene